2-(naphthalene-1-yl)N1,N3-diphenyl-benzene-1,3-diamine C1(=CC=CC2=CC=CC=C12)C1=C(C=CC=C1NC1=CC=CC=C1)NC1=CC=CC=C1